CN(C)CCCCOC1=CC=C(C=C1)C=O N,N-dimethyl-4-(4-formylphenoxy)butylamine